ClC1=C(C(N(C=C1)C1=NC=C(C(=C1)N1C(C=C(C=C1C)OCC1=NC=C(C=C1F)F)=O)C)=O)C(C)(C)O chloro-4''-((3,5-difluoropyridin-2-yl)methoxy)-3-(2-hydroxypropan-2-yl)-5',6''-dimethyl-2H,2''H-[1,2':4',1''-terpyridine]-2,2''-dione